BrCCCCC1=CC=2CCC2C=C1 3-(4-bromobutyl)bicyclo[4.2.0]octa-1(6),2,4-triene